O1C2(CCC1)[C@]1(C)[C@@H](CC2)[C@@H]2CCC3=CC(CCC3=C2CC1)=O 4',5'-dihydrospiro[estra-4,9-diene-17,2'(3'H)-furan]-3-one